lithium bis(trimethylsilane) borate B([O-])([O-])[O-].C[SiH](C)C.C[SiH](C)C.[Li+].[Li+].[Li+]